N-((cis)-1-cyano-2-methylcyclopropyl)-3-(5-(difluoromethyl)-1,3,4-thiadiazol-2-yl)-8-(5-(hydroxymethyl)-3,3-dimethylpiperazin-1-yl)imidazo[1,5-a]pyridine-6-sulfonamide C(#N)[C@]1([C@@H](C1)C)NS(=O)(=O)C=1C=C(C=2N(C1)C(=NC2)C=2SC(=NN2)C(F)F)N2CC(NC(C2)CO)(C)C